N-methyl-N-((4-methyl-3-oxoquinuclidin-2-yl)methyl)methanesulfonamide CN(S(=O)(=O)C)CC1N2CCC(C1=O)(CC2)C